2-(2-chlorophenyl)-5,7-dihydroxy-8-[(3s,4r)-3-hydroxy-1-methyl-4-piperidinyl]-4-benzopyranone ClC1=C(C=CC=C1)C=1OC2=C(C(C1)=O)C(=CC(=C2[C@@H]2[C@@H](CN(CC2)C)O)O)O